[3-(5-{3-[(cyclopropylmethyl-amino)-naphthalen-1-yl-methyl]-phenylcarbamoyl}-3-trifluoromethyl-pyrazol-1-yl)-benzyl]-carbamic acid tert-butyl ester C(C)(C)(C)OC(NCC1=CC(=CC=C1)N1N=C(C=C1C(NC1=CC(=CC=C1)C(C1=CC=CC2=CC=CC=C12)NCC1CC1)=O)C(F)(F)F)=O